Methyl salicylate (Methyl salicylate) COC=1C(C(=O)O)=CC=CC1.C(C=1C(O)=CC=CC1)(=O)OC